ClC=1C(=C(C(=O)O)C=C(C1)NC(=O)C1(CC1)C1=C(C=C(C=C1)C(F)(F)F)F)C=1C=NC(=CC1)C(F)(F)F 3-Chloro-5-[({1-[2-fluoro-4-(trifluoromethyl)phenyl]cyclopropyl}carbonyl)amino]-2-[6-(trifluoromethyl)pyridin-3-yl]benzoic acid